4,6-heptadecadiyne-3,8-diol CCC(C#CC#CC(CCCCCCCCC)O)O